C(=O)(C(F)(F)F)N 2,2-Trifluoroacetamide